N1=NN=C2C1=COC2 furo[3,4-d]-1,2,3-triazole